C1(=CC=CC=C1)[C@@H]1N(CC[C@@H](C1)C(F)(F)F)C(=O)N[C@H](/C=C/S(=O)(=O)C)CC(F)(F)F (2R,4S)-2-phenyl-N-((S,E)-5,5,5-trifluoro-1-(methylsulfonyl)pent-1-en-3-yl)-4-(trifluoromethyl)piperidine-1-carboxamide